3-(3,5-dibromophenyl)-5-methyl-pyrazol-4-ol BrC=1C=C(C=C(C1)Br)C1=NNC(=C1O)C